COCCN(C=1N=C(C2=C(N1)C(=NC(=N2)N(CCOC)CCOC)N2CCN(CC2)C2=NN(C=N2)C)N2CCC(CC2)OC)CCOC N2,N2,N6,N6-tetrakis(2-methoxyethyl)-4-(4-methoxypiperidin-1-yl)-8-(4-(1-methyl-1H-1,2,4-triazol-3-yl)piperazin-1-yl)pyrimido[5,4-d]pyrimidine-2,6-diamine